ClC1=CC=C(C=C1)C=1N=C2N(C=CC=C2)C1CN1C2CN(C(C1)CC2)C(=O)C2=C(C=CC=C2)F (-)-(5-{[2-(4-chlorophenyl)imidazo[1,2-a]pyridin-3-yl]methyl}-2,5-diazabicyclo[2.2.2]oct-2-yl)(2-fluorophenyl)methanone